ONC(C(=C)CC)=O N-hydroxy-ethylacrylamide